ClC=1C=C(C=CC1CN1CCOCC1)N1C(C2=CC=CC=C2[C@@H]([C@H]1C1=CC2=C(OCCO2)C=C1)C(=O)O)=O |r| (3S,4S) and (3R,4R)-2-[3-chloro-4-(morpholin-4-ylmethyl)phenyl]-3-(2,3-dihydro-1,4-benzodioxin-6-yl)-1-oxo-1,2,3,4-tetrahydroisoquinoline-4-carboxylic acid